(2E-4E)-hexa-2,4-dienedioic acid C(\C=C\C=C\C(=O)O)(=O)O